CC=1C(=C(C(=O)O)C=CC1C(=O)O)C#C methylethynylterephthalic acid